2-(3-hydroxyphenyl)-2-propylhydroperoxide OC=1C=C(C=CC1)C(C)(C)OO